N-(4-(2,5-difluorophenyl)thiazol-2-yl)-2-(4-isobutylphenyl)-N-methylpropanamide FC1=C(C=C(C=C1)F)C=1N=C(SC1)N(C(C(C)C1=CC=C(C=C1)CC(C)C)=O)C